C(=C)OCCCC normalbutyl vinyl ether